ClC=1C=C2C(=CNC2=CC1)C(=O)NC1=NC(=CC=C1)C1=NN=CN1C(C)C 5-chloro-N-(6-(4-isopropyl-4H-1,2,4-triazol-3-yl)pyridin-2-yl)-1H-indole-3-carboxamide